C(CC)OCN1C(N(C2C1N(C(N2COCCC)=O)COCCC)COCCC)=O 1,3,4,6-tetra-propoxymethyl-tetrahydro-imidazo[4,5-d]imidazole-2,5-dione